ClC1=C(C=CC=C1C(F)(F)F)C1=NC=C2N1C=CN=C2N2CCC1(CC2)[C@@H](C2=CC=CC=C2C1)N (S)-1'-(3-(2-chloro-3-(trifluoromethyl)phenyl)imidazo[1,5-a]pyrazin-8-yl)-1,3-dihydrospiro[indene-2,4'-piperidine]-1-amine